N-isopropyl-4'-propargyloxy-4-biphenylsulfonamide C(C)(C)NS(=O)(=O)C1=CC=C(C=C1)C1=CC=C(C=C1)OCC#C